COC=1C=C(C(=C(C1)OC)C1=C(C=CC=C1)C)C=O 4,6-dimethoxy-2'-methyl-[1,1'-biphenyl]-2-carbaldehyde